C(C)OC([C@@H](ON1[C@@H]2C=C([C@H](N(C1=O)C2)C(NCC2=NC=CN=C2)=O)C)F)=O (2S)-2-fluoro-2-[[(2S,5R)-3-methyl-7-oxo-2-(pyrazin-2-ylmethyl-carbamoyl)-1,6-diazabicyclo[3.2.1]oct-3-en-6-yl]oxy]acetic acid ethyl ester